C(C)C1(C=CC=C1)[Hf](N(C)CC)(N(C)CC)N(CC)C (ethylcyclopentadienyl)tris(methylethylamino)hafnium